FC1=CC=C(C=C1)C1=C(C(=C(C=C1)C)C=1C(NC2(C1O)CCOCC2)=O)C 3-(4'-fluoro-2,4-dimethyl-biphenyl-3-yl)-4-hydroxy-8-oxa-1-azaspiro[4.5]dec-3-en-2-one